FC1=C(C=CC(=C1)F)C1CCN(CC1)C1=CC(=NN1)C1=CC=NC=C1 4-(2,4-Difluorophenyl)-1-(3-(pyridin-4-yl)-1H-pyrazol-5-yl)piperidin